3-[(3S)-1-methylpyrrolidin-3-yl]urea CN1C[C@H](CC1)NC(N)=O